(Z)-N-(4-acetamido-benzylidene)-2,2-dimethoxyethylamine C(C)(=O)NC1=CC=C(\C=N/CC(OC)OC)C=C1